(3-fluorophenyl)Azole-4-carboxylic acid ethyl ester C(C)OC(=O)C=1C=C(NC1)C1=CC(=CC=C1)F